C(CCCCCCCCCCC)C1=C[Se]C=C1 3-dodecylselenophene